N-(cyclohexylmethyl)-6-(2,4,6-triisopropylphenyl)pyridine-2-amine C1(CCCCC1)CNC1=NC(=CC=C1)C1=C(C=C(C=C1C(C)C)C(C)C)C(C)C